4-(7-bromo-2-(4-(3-methoxyphenyl)-1H-pyrazol-1-yl)pyrido[3,2-d]pyrimidin-4-yl)morpholine BrC1=CC=2N=C(N=C(C2N=C1)N1CCOCC1)N1N=CC(=C1)C1=CC(=CC=C1)OC